(E)-1-(1,2-dibromovinyl)-4-tert-butylbenzene Br\C(=C\Br)\C1=CC=C(C=C1)C(C)(C)C